lead-tin zinc [Zn].[Sn].[Pb]